4-[(3-fluorophenoxyethylthio)methyl]1,3-dihydroimidazol-2-one FC=1C=C(OCCSCC=2NC(NC2)=O)C=CC1